C(CC1=CC=CC=C1)N1CCC(CC1)C(=O)NN 1-Phenethyl-piperidine-4-carboxylic acid hydrazide